COC(C1=C(C(=CC=C1N)C=C)OC)=O 6-amino-2-methoxy-3-vinylbenzoic acid methyl ester